(5S)-1-[4-(4-amino-7-methyl-5-{4-[(4-methylpyrimidin-2-yl)oxy]phenyl}-7H-pyrrolo[2,3-d]pyrimidin-6-yl)phenyl]-3,5-dimethyl-2,5-dihydro-1H-pyrrol-2-one NC=1C2=C(N=CN1)N(C(=C2C2=CC=C(C=C2)OC2=NC=CC(=N2)C)C2=CC=C(C=C2)N2C(C(=C[C@@H]2C)C)=O)C